CCCCCCCCCCCCOC(=O)CN(C)C dodecyl N,N-dimethylamino acetate